7-([1,1'-Biphenyl]-4-ylmethyl)-2-chloro-1,7-dihydro-6H-purin-6-one C1(=CC=C(C=C1)CN1C=NC=2N=C(NC(C12)=O)Cl)C1=CC=CC=C1